O1CCOCC1 1,4-DIOXAN